tert-butyl (4S)-2-(4-(benzyl(tert-butoxycarbonyl)amino)-2-chloropyrrolo[2,1-f][1,2,4]triazin-7-yl)-4-fluoropyrrolidine-1-carboxylate C(C1=CC=CC=C1)N(C1=NC(=NN2C1=CC=C2C2N(C[C@H](C2)F)C(=O)OC(C)(C)C)Cl)C(=O)OC(C)(C)C